C(C1=CC=CC=C1)N1C(C(CC1)CCC(C)(C)C)=O 1-benzyl-3-(3,3-dimethylbutyl)pyrrolidin-2-one